(S)-1-(p-trifluoroethylphenyl)ethylamine FC(CC1=CC=C(C=C1)[C@H](C)N)(F)F